(R)-7-(1-methyl-1H-pyrazol-5-yl)-5-(3-methylmorpholino)-3-(1H-pyrazol-5-yl)isothiazolo[4,5-b]pyridine 1,1-dioxide CN1N=CC=C1C1=C2C(=NC(=C1)N1[C@@H](COCC1)C)C(=NS2(=O)=O)C2=CC=NN2